(7-(3-isopropyl-bicyclo[1.1.1]pentan-1-yl)thiazolo[5,4-d]pyrimidin-5-yl)methylamine C(C)(C)C12CC(C1)(C2)C=2C1=C(N=C(N2)CN)SC=N1